2-(1-((4-carboxylphenyl)amino)-3-(4,4-difluorocyclohexyl)-1-oxopropan-2-yl)-5-(3-chloro-6-(difluoromethoxy)-2-fluorophenyl)pyridine 1-oxide C(=O)(O)C1=CC=C(C=C1)NC(C(CC1CCC(CC1)(F)F)C1=[N+](C=C(C=C1)C1=C(C(=CC=C1OC(F)F)Cl)F)[O-])=O